OC1(OC2=CC=CC=C2C(C1)=O)C1=CC=CC=C1 2-hydroxy-flavanone